ClC1=CC(=C2C(NC(N(C2=C1)C1=C(C=CC=C1)C)=O)=O)F 7-Chloro-5-fluoro-1-(o-tolyl)quinazoline-2,4(1H,3H)-dione